O1C=2C(OCC1CCCCCCCCS(=O)(=O)[O-])=CSC2.[K+] potassium 8-(2,3-dihydro-thieno[3,4-b][1,4]dioxin-2-yl)octane-1-sulfonate